C(C)OP(OCC)(=O)CCCCCCCCCC=C undec-10-en-1-yl-phosphonic acid diethylester